O(C#N)C1=CC=C(C=C1)C1(CCCC1)C1=CC=C(C=C1)OC#N 1,1-bis(4-cyanatophenyl)cyclopentane